isobutyl propionate (isobutyl propionate) C(C(C)C)C(C(=O)O)C.C(CC)(=O)OCC(C)C